2-phenyl-2-dimethylamino-1-(4-morpholinyl-phenyl)-1-Butanone C1(=CC=CC=C1)C(C(=O)C1=CC=C(C=C1)N1CCOCC1)(CC)N(C)C